N-(4-methylphenyl)carboxamide CC1=CC=C(C=C1)NC=O